CC(C[2H])(C)[S@](=O)/N=C/CC(C)C (S,E)-2-methyl-N-(3-methylbutylidene)propane-2-sulfinamide-1-d